C(C)OC=1SC2=C(NC(C=C2)=O)N1 2-ethoxythiazolo[4,5-b]pyridin-5(4H)-one